C(C)N1C(=CC2=CC(=CC=C12)CNCCOC)C#CCNC1=CC=CC=C1 N-[3-(1-ethyl-5-{[(2-methoxyethyl)amino]methyl}-1H-indol-2-yl)prop-2-yn-1-yl]aniline